1,2-dioleyloxy-3-trimethylammoniopropane C(CCCCCCC\C=C/CCCCCCCC)OCC(C[N+](C)(C)C)OCCCCCCCC\C=C/CCCCCCCC